C(CCCCCCCC)N(C1=CC=CC=C1)CCCCCCCCC dinonyl-aniline